CC=1OC2=C(C1C(=O)OCC)C=C(C=C2)C2CC21CCCC1 ethyl 2-methyl-5-(spiro[2.4]heptan-1-yl)benzofuran-3-carboxylate